(3S,4R)-4-(4,4-diethyl-2-imino-6-oxo-hexahydropyrimidin-1-yl)-N-[(3S,4R)-3-hydroxy-2,2-dimethyl-chroman-4-yl]-3-methoxy-3-methyl-chromane-6-carboxamide C(C)C1(NC(N(C(C1)=O)[C@H]1[C@](COC2=CC=C(C=C12)C(=O)N[C@H]1[C@@H](C(OC2=CC=CC=C12)(C)C)O)(C)OC)=N)CC